(S)-N-(5-(2-acetamidobenzo[d]thiazol-6-yl)-2-methoxypyridin-3-yl)-3-phenylisoxazolidine-2-carboxamide C(C)(=O)NC=1SC2=C(N1)C=CC(=C2)C=2C=C(C(=NC2)OC)NC(=O)N2OCC[C@H]2C2=CC=CC=C2